FC1=C(C=CC=C1C)C(=O)N1CCC(CC1)CCCCNC(=O)C=1C=CC=2N(C1)C=CN2 N-(4-{1-[(2-fluoro-3-methylphenyl)carbonyl]piperidin-4-yl}butyl)imidazo[1,2-a]pyridine-6-carboxamide